2-(5-(4-bromophenyl)-2H-tetrazol-2-yl)acetonitrile BrC1=CC=C(C=C1)C=1N=NN(N1)CC#N